(R)-5-[2-(5,6-diethylindan-2-ylamino)-1-hydroxyethyl]-8-benzyloxy-1H-quinolin-2-one oxalate C(C(=O)O)(=O)O.C(C)C=1C=C2CC(CC2=CC1CC)NC[C@H](O)C1=C2C=CC(NC2=C(C=C1)OCC1=CC=CC=C1)=O